(R)-N-(4-(chlorodifluoromethoxy)phenyl)-2-(2-(3-hydroxypyrrolidin-1-yl)ethyl)-1,1-dimethyl-3-oxo-7-(1H-pyrazol-5-yl)isoindoline-5-carboxamide ClC(OC1=CC=C(C=C1)NC(=O)C=1C=C2C(N(C(C2=C(C1)C1=CC=NN1)(C)C)CCN1C[C@@H](CC1)O)=O)(F)F